2-methyl-2,9-dihydro-1H-pyrido[3,4-b]indole CN1CC=2NC3=CC=CC=C3C2C=C1